4-(3-Methoxypyridin-2-yl)-6-(pyridin-2-ylamino)-2,7-naphthyridin-1(2H)-one COC=1C(=NC=CC1)C1=CNC(C2=CN=C(C=C12)NC1=NC=CC=C1)=O